2-(1,1-dioxothiomorpholino)ethylamine O=S1(CCN(CC1)CCN)=O